bis(2-hydroxyethyl)-terephthalamide OCCC=1C(=C(C(=O)N)C=CC1C(=O)N)CCO